BrC1=CC=C(C(=N1)C=1C=NN2C1N=C(C(=C2)OC)C2CC2)F 3-(6-bromo-3-fluoropyridin-2-yl)-5-cyclopropyl-6-methoxypyrazolo[1,5-a]pyrimidine